1-(Pyrimidin-4-yl)-6-(4,4,5,5-tetramethyl-1,3,2-dioxaborolan-2-yl)-1H-indazole N1=CN=C(C=C1)N1N=CC2=CC=C(C=C12)B1OC(C(O1)(C)C)(C)C